N-[2-(pyridin-4-yl)pyrido[3,4-d]pyrimidin-4-yl]propane-2-sulfonamide N1=CC=C(C=C1)C=1N=C(C2=C(N1)C=NC=C2)NS(=O)(=O)C(C)C